FC1=C(C(=CC=2NC(=NC21)OC=2C=CC(=C(C(=O)O)C2)C)F)C2=CC=C(C=C2)C2=CC=C(C=C2)C2=NC=NN2CCOC 5-((4,6-difluoro-5-(4'-(1-(2-methoxyethyl)-1H-1,2,4-triazol-5-yl)-[1,1'-biphenyl]-4-yl)-1H-benzo[d]imidazol-2-yl)oxy)-2-methylbenzoic acid